C(C)(C)C1CN(CCN1)C(=O)O 3-isopropylpiperazine-1-carboxylic acid